6-ethoxy-N,N-diethyl-8,8-dimethyl-7H-xanthene-10-ium-3-amine C(C)OC1=CC=2[O+]=C3C=C(C=CC3=CC2C(C1)(C)C)N(CC)CC